C1(CCCC1)OC=1C=CC2=C(C(=C(O2)C)C(=O)O)C1 5-(cyclopentyloxy)-2-methylbenzofuran-3-carboxylic acid